ClC=1C(N(C(=CC1OCC1=NC=C(C=C1F)F)C)C1=CC(=NC=C1C)C=1SC=C(N1)C(C)(C)O)=O (R)-3-chloro-4-((3,5-difluoropyridin-2-yl)methoxy)-2'-(4-(2-hydroxypropan-2-yl)thiazol-2-yl)-5',6-dimethyl-2H-[1,4'-bipyridin]-2-one